(1S,4S)-N4-{2-[3-(2-amino-4-methanesulfonylphenoxy)prop-1-yn-1-yl]-1-(2,2,2-trifluoroethyl)-1H-indol-4-yl}-N1,N1-dimethylcyclohexane-1,4-diamine NC1=C(OCC#CC=2N(C3=CC=CC(=C3C2)NC2CCC(CC2)N(C)C)CC(F)(F)F)C=CC(=C1)S(=O)(=O)C